C1(CC1)C=1C=CC(=C(C1)NC(=O)C=1OC(=CC1)C1CCOCC1)N1CCC(CCC1)O N-(5-cyclopropyl-2-(4-hydroxyazepan-1-yl)phenyl)-5-(tetrahydro-2H-pyran-4-yl)furan-2-carboxamide